ClC=1C=C2CCN([C@H](C2=C(C1)Cl)C)C(=O)[C@@H]1OCCN(C1)C=1C2=C(C=NC1)N=C(O2)NC(C)=O N-(7-((R)-2-((S)-6,8-dichloro-1-methyl-1,2,3,4-tetrahydroisoquinoline-2-carbonyl)morpholino)oxazolo[4,5-c]pyridin-2-yl)acetamide